p-cyanopiperidine C(#N)C1CCNCC1